FC(C=1C(=C(C=CC1)[C@@H](C)NC1=NN=C(C=2C1=CN(C(C2)=O)C2CCOCC2)C)F)F (R)-4-((1-(3-(difluoromethyl)-2-fluorophenyl)ethyl)amino)-1-Methyl-6-(tetrahydro-2H-pyran-4-yl)pyrido[3,4-d]pyridazin-7(6H)-one